C(CCCCCCCC=C)[Si](Cl)(Cl)CCCCCCCCC=C di(9-decenyl)dichlorosilane